(Z)-2-butene C\C=C/C